BrC=1C=C(C=C(C1)CO)C1(CC(C1)CC#N)C1=NN=CN1C 2-(3-(3-bromo-5-(hydroxymethyl)phenyl)-3-(4-methyl-4H-1,2,4-triazol-3-yl)cyclobutyl)acetonitrile